7-Amino-6-methoxy-3,4-dihydroisoquinoline-2(1H)-carboxylic acid tert-butyl ester C(C)(C)(C)OC(=O)N1CC2=CC(=C(C=C2CC1)OC)N